ClC1=NC=C2C(=N1)N(N=C2)C 6-chloro-1-methyl-1H-pyrazolo[3,4-d]pyrimidine